COC(=O)C1=CC=C2C(=CNC2=C1)C(=O)O 6-methoxycarbonyl-1H-indole-3-carboxylic acid